C(C)(C)(C)OC(=O)NCC=1C=NN(C1)CC1=CC(=C2C(=NN(C2=C1)C(=O)OC(C)(C)C)NS(=O)(=O)C1=C(C=CC=C1)OC)OC tert-butyl 6-((4-(((tert-butoxycarbonyl) amino) methyl)-1H-pyrazol-1-yl) methyl)-4-methoxy-3-((2-methoxyphenyl) sulfonamido)-1H-indazole-1-carboxylate